CN1C=C(C2=CC=CC=C12)C(CC#N)=O 3-(1-methyl-1H-indole-3-yl)-3-oxopropanenitrile